ditartaric acid dihydrate O.O.C(C(O)C(O)C(=O)O)(=O)O.C(C(O)C(O)C(=O)O)(=O)O